CC(C(=O)SCCOC(CCC(=O)OCCSC(C(=C)C)=O)=O)=C succinic acid bis[2-[(2-methyl-acryloyl) thio] ethyl] ester